6-(1H-indol-5-yl)-N-(4-morpholinylphenyl)-[1,2,4]triazolo[4,3-a]pyrazin-8-amine N1C=CC2=CC(=CC=C12)C=1N=C(C=2N(C1)C=NN2)NC2=CC=C(C=C2)N2CCOCC2